4-(2-bromo-4-fluorophenyl)-N-(2-fluorophenyl)-1,3-dimethyl-1H-pyrazol-5-amine BrC1=C(C=CC(=C1)F)C=1C(=NN(C1NC1=C(C=CC=C1)F)C)C